4-(2-((1H-imidazol-4-yl)methoxy)phenyl)thiazole N1C=NC(=C1)COC1=C(C=CC=C1)C=1N=CSC1